C(C[2H])C1=CC=C(C=C1)NC(=O)NC1=CNC2=CC=CC=C12 1-(4-(ethyl-2-d)phenyl)-3-(1H-indol-3-yl)urea